2-amino-2-(1-benzylpiperidin-4-yl)-6-boronohexanoic acid NC(C(=O)O)(CCCCB(O)O)C1CCN(CC1)CC1=CC=CC=C1